6,7-dimethoxy-9-(5-(trifluoromethyl)quinolin-8-yl)naphtho[2,3-c]furan-1(3H)-one COC1=CC2=CC3=C(C(OC3)=O)C(=C2C=C1OC)C=1C=CC(=C2C=CC=NC12)C(F)(F)F